C[C@]12CC(=O)[C@@H]3C[C@]1(O[C@@H]([C@@H]3COC(=O)C4=CC=CC=C4)O2)O The molecule is a terpenoid with formula C17H18O6, isolated from several species of Paeoniae. It has a role as a neuromuscular agent and a plant metabolite. It is a benzoate ester, a monoterpenoid, a cyclic acetal, an alicyclic ketone, a bridged compound and a lactol.